ClC=1C=C(C=C(C1)Cl)N1CCN(CC1)S(=O)(=O)C1=CC(=C(C=C1)NC(C1=C(C=CC=C1)N(S(=O)(=O)C)C)=O)OC N-(4-((4-(3,5-Dichlorophenyl)piperazin-1-yl)sulfonyl)-2-methoxyphenyl)-2-(N-methylmethyl-sulfonamido)benzamide